C(C)N1CCC(CC1)N1N=C(C(=C1)NC1=NC=C(C(=N1)NCCCN1C(CCC1)=O)C(F)(F)F)C 1-(3-((2-((1-(1-ethylpiperidin-4-yl)-3-methyl-1H-pyrazol-4-yl)amino)-5-(trifluoromethyl)pyrimidin-4-yl)amino)propyl)pyrrolidin-2-one